CC1=C(C(C)O)C=CC=C1 2-methyl-alpha-methyl-benzyl alcohol